CCCCN1C(=O)C2=CC=CC=C2S1 2-N-butyl-1,2-benzisothiazolin-3-one